tert-butyl 6-(5-(2-(1-(6,7-dihydro-5H-pyrrolo[1,2-c]imidazol-1-yl)-2-ethoxy-2-oxoethyl)-7-fluoro-2H-indazol-6-yl) pyridin-2-yl)-2,6-diazaspiro[3.3]heptane-2-carboxylate C1(=C2N(C=N1)CCC2)C(C(=O)OCC)N2N=C1C(=C(C=CC1=C2)C=2C=CC(=NC2)N2CC1(CN(C1)C(=O)OC(C)(C)C)C2)F